(3-(3,3-dimethylbutoxy)-5-fluorophenyl)-4-(2,6-dimethylphenyl)thiazol-2-amine CC(CCOC=1C=C(C=C(C1)F)C1=C(N=C(S1)N)C1=C(C=CC=C1C)C)(C)C